1,2,4-triazolo[4,3-c]pyrimidine N=1N=CN2C=NC=CC21